CC1(CC2C3C(C=C4C5(C=CC(C(C5CCC4(C3(CCC2(CC1)C(=O)N)C)C)(C)C)=O)C)=O)C 2,2,6a,6b,9,9,12a-heptamethyl-10,14-dioxo-1,3,4,5,6,6a,6b,7,8,8a,9,10,12a,14,14a,14b-hexadecahydropicene-4a(2H)-carboxamide